5-amino-3,6-dihydro-2H-pyran-3-one NC1=CC(COC1)=O